N=1C=NN2C1C=CC(=C2)C2=CNC=1N=C(N=C(C12)OC)NC1CCC(CC1)(O)C (1s,4s)-4-((5-([1,2,4]triazolo[1,5-a]pyridin-6-yl)-4-methoxy-7H-pyrrolo[2,3-d]pyrimidin-2-yl)amino)-1-methylcyclohexan-1-ol